4-amino-2-(4-cyclobutylphenyl)-6-methylpyrimidine-5-carboxylic acid NC1=NC(=NC(=C1C(=O)O)C)C1=CC=C(C=C1)C1CCC1